Diamylperoxid C(CCCC)OOCCCCC